FC=1C=C2C(=NNC2=CC1OCCOC)C1=CC(=NO1)C1=CC=C(C(=O)N2CC(N(CC2)C)=O)C=C1 4-(4-{5-[5-Fluoro-6-(2-methoxyethoxy)-1H-indazol-3-yl]-1,2-oxazol-3-yl}benzoyl)-1-methylpiperazin-2-on